lithium 8-chloro-5,6-dihydrobenzo[f]imidazo[1,5-d][1,4]oxazepine-10-carboxylate ClC1=CC(=CC=2C=3N(CCOC21)C=NC3)C(=O)[O-].[Li+]